tert-butyl 3-(5-(methoxycarbonyl)-4,6-dimethylpyridin-2-yl)-3,8-diazabicyclo[3.2.1]octane-8-carboxylate COC(=O)C=1C(=CC(=NC1C)N1CC2CCC(C1)N2C(=O)OC(C)(C)C)C